C(C)C(C=O)CC 2-ETHYLBUTYRALDEHYDE